4-(4-Amino-phenyl)-piperidine-1-carboxylic acid tert-butyl ester C(C)(C)(C)OC(=O)N1CCC(CC1)C1=CC=C(C=C1)N